O1C2=C(OCC1)C(=CC=C2)C=O 2,3-Dihydrobenzo[b][1,4]dioxin-5-carbaldehyde